N-(5-((2H-Spiro[benzofuran-3,3'-piperidin]-1'-yl)methyl)-4-fluorothiazol-2-yl)acetamide N1(CC2(CCC1)COC1=C2C=CC=C1)CC1=C(N=C(S1)NC(C)=O)F